5-(4-(3-(3-(tert-butyl)-1-phenyl-1H-pyrazol-5-yl)ureido)-3-(methylthio)phenoxy)-N-methylpyridineamide C(C)(C)(C)C1=NN(C(=C1)NC(NC1=C(C=C(OC=2C=CC(=NC2)C(=O)NC)C=C1)SC)=O)C1=CC=CC=C1